NCCNCCNC(=O)[C@@H]1CC[C@H](CC1)C(F)(F)C1=CC(=NC(=C1)N1CCN(CC1)S(=O)(=O)C1=CC=C(C=C1)N1C(C[C@H](C1)N)=O)Cl trans-N-[2-(2-aminoethylamino)ethyl]-4-[[2-chloro-6-[4-[4-[(4R)-4-amino-2-oxo-pyrrolidin-1-yl]phenyl]sulfonylpiperazin-1-yl]-4-pyridinyl]-difluoro-methyl]cyclohexanecarboxamide